germanium benzyltrimethylene borate B1(OC(CCO1)CC1=CC=CC=C1)[O-].[Ge+2].C(C1=CC=CC=C1)C1CCOB(O1)[O-]